C(C1=CC=CC=C1)O[C@@](CCC=C)(C(F)(F)F)C=1OC(=NN1)C1=NC(=C(C=C1[N+](=O)[O-])C(F)(F)F)Cl 2-[(1R)-1-benzyloxy-1-(trifluoromethyl)pent-4-enyl]-5-[6-chloro-3-nitro-5-(trifluoromethyl)-2-pyridinyl]-1,3,4-oxadiazole